1-(4-Bromophenyl)-2-(3,4-difluorophenyl)-2,11-dihydroimidazo[1',5':1,2]pyrido[3,4-b]indol-4-ium chloride [Cl-].BrC1=CC=C(C=C1)C=1N(C=[N+]2C1C=1NC3=CC=CC=C3C1C=C2)C2=CC(=C(C=C2)F)F